C1(CCC(CC1)CN)CN 4-cyclohexanedi(methylamine)